C1(=CC=C(C=C1)C1=NC(=NC(=C1)C1=CC=CC=C1)C1=C(C=CC=C1)C1=CC=2C3(C4=CC(=CC=C4C2C=C1)C#N)CCCCC3)C3=CC=CC=C3 2'-(2-(4-([1,1'-biphenyl]-4-yl)-6-phenylpyrimidin-2-yl)phenyl)spiro[cyclohexane-1,9'-fluorene]-7'-carbonitrile